racemic-3-methyl-5-phenyladamantane-1-carboxylic acid CC12CC3(CC(CC(C1)(C3)C3=CC=CC=C3)C2)C(=O)O